N-(1,2,3,4-Tetrahydronaphthalen-1-yl)pyrido[3,2-d]pyrimidin-2-amine C1(CCCC2=CC=CC=C12)NC=1N=CC2=C(N1)C=CC=N2